[NH+]1=CN=CC2=C1C=CC=N2 pyridopyrimidinium